NC1CCC=2NC3=C(C=CC(=C3C2C1)C1=C(C=CC=C1)Cl)C(=O)N 3-amino-5-(2-chlorophenyl)-2,3,4,9-tetrahydro-1H-carbazole-8-carboxamide